N-[4-(2,3-dioxo-2,3-dihydrobenzo[f]quinoxalin-4(1H)-yl)phenyl]-2-nitrobenzenesulfonamide O=C1C(N(C=2C=CC3=C(C2N1)C=CC=C3)C3=CC=C(C=C3)NS(=O)(=O)C3=C(C=CC=C3)[N+](=O)[O-])=O